FC1=C(C=CC(=C1)F)CC1(CCC1)CN 1-[1-[(2,4-difluorophenyl)methyl]cyclobutyl]methanamine